Ethyl 1-(cyclopropylmethyl)-2,4-dioxopiperidine-3-carboxylate C1(CC1)CN1C(C(C(CC1)=O)C(=O)OCC)=O